C(C)N1N=CC(=C1)C1=NN2C=NC=3C(=CC=CC3C2=N1)OC 2-(1-ethyl-1H-pyrazol-4-yl)-7-methoxy[1,2,4]triazolo[1,5-c]quinazolin